2-{5-chloro-2-[4-(2-morpholin-4-ylethoxy)phenylamino]-pyrimidin-4-ylamino}-thiophene-3-carboxylic acid methyl ester COC(=O)C1=C(SC=C1)NC1=NC(=NC=C1Cl)NC1=CC=C(C=C1)OCCN1CCOCC1